(2-(diphenylphosphino)phenyl)diphenylphosphine oxide C1(=CC=CC=C1)P(C1=C(C=CC=C1)P(C1=CC=CC=C1)(C1=CC=CC=C1)=O)C1=CC=CC=C1